N-(4-{[6-(5-chloro-2-fluoro-phenyl)-3-(oxolan-3-yloxy)-pyridazin-4-yl]amino}pyridin-2-yl)-2-(4-methyl-1,4-diazepan-1-yl)acetamide ClC=1C=CC(=C(C1)C1=CC(=C(N=N1)OC1COCC1)NC1=CC(=NC=C1)NC(CN1CCN(CCC1)C)=O)F